5-hydroxy-3-(1-methylpyrazol-4-yl)isoxazolidine-2-carboxylic acid tert-butyl ester C(C)(C)(C)OC(=O)N1OC(CC1C=1C=NN(C1)C)O